trimethylolmethaneamine C(O)C(N)(CO)CO